6-[5-(1,1-difluoro-2-hydroxy-ethyl)-2-pyridinyl]-7-fluoro-2-[(4S)-4-[[6-oxo-5-(trifluoromethyl)-1H-pyridazin-4-yl]amino]pentyl]isoquinolin-1-one FC(CO)(F)C=1C=CC(=NC1)C=1C=C2C=CN(C(C2=CC1F)=O)CCC[C@H](C)NC=1C=NNC(C1C(F)(F)F)=O